S1C2=C(C(=C1)C=1C=CC(=C(C1)NC1=NC=NC3=CC(=C(C=C13)OC1CN(C1)C(C=C)=O)OC)OC)C=CC=C2 1-(3-((4-((5-(benzo[b]thiophen-3-yl)-2-methoxyphenyl)amino)-7-methoxy-quinazolin-6-yl)oxy)azetidin-1-yl)prop-2-en-1-one